N-[(6-Amino-2-pyridyl)sulfonyl]-6-(2-tert-butylphenyl)-2-(2,4,6-trimethylphenoxy)pyridin-3-carboxamid NC1=CC=CC(=N1)S(=O)(=O)NC(=O)C=1C(=NC(=CC1)C1=C(C=CC=C1)C(C)(C)C)OC1=C(C=C(C=C1C)C)C